3-amino-4-(7-fluoro-1H-indazol-4-yl)-2-oxo-1H-1,7-phenanthroline-6-carbonitrile NC=1C(NC2=C3C=CC=NC3=C(C=C2C1C1=C2C=NNC2=C(C=C1)F)C#N)=O